F[C@H]1C[C@@H](N(C1)C(=O)OC(C)(C)C)C1=CC(=CC(=C1)SC)F tert-butyl (2R,4S)-4-fluoro-2-[3-fluoro-5-(methylsulfanyl)phenyl]pyrrolidine-1-carboxylate